5-[4-(4,4-Difluoro-2-azaspiro[4.4]nonan-2-yl)furo[2,3-d]pyrimidin-6-yl]-1H-pyrimidine-2,4-dione FC1(CN(CC12CCCC2)C=2C1=C(N=CN2)OC(=C1)C=1C(NC(NC1)=O)=O)F